FC1=C(C=CC(=C1)F)N1C(NC2=C1C=CC=C2)=O 1-(2,4-difluorophenyl)-1H-benzo[d]imidazol-2(3H)-one